6-(4-bromo-2-methyl-pyrazol-3-yl)-3-chloro-quinoline-5-carbonitrile BrC1=C(N(N=C1)C)C1=C(C=2C=C(C=NC2C=C1)Cl)C#N